bis(3,4,6-trichloro-2-{[(3-ethylphenyl)methoxy]carbonyl} phenyl)oxalate ClC=1C(=C(C(=CC1Cl)Cl)OC(C(=O)OC1=C(C(=C(C=C1Cl)Cl)Cl)C(=O)OCC1=CC(=CC=C1)CC)=O)C(=O)OCC1=CC(=CC=C1)CC